4-(2-hydroxyethoxy)-N-methylbenzamide OCCOC1=CC=C(C(=O)NC)C=C1